C(C)(C)(C)OC(=O)N1C[C@H](N(CC1)C1=NC=C(N=C1)C(F)(F)F)CO (S)-3-(hydroxymethyl)-4-(5-(trifluoromethyl)pyrazine-2-yl)piperazine-1-carboxylic acid tert-butyl ester